2,7-diazaspiro[3.5]nonen-2-carboxylic acid tert-butyl ester C(C)(C)(C)OC(=O)N1CC2(C1)C=CNCC2